The molecule is the intermediate in the biosynthesis of vitamin B12 from uroporphyrinogen III in which eight methyl groups have been introduced into the tetrapyrrole framework, together with ring contraction and decarboxylation. It is a conjugate acid of a precorrin-8X(7-). CC1C2=N[C@@](CC3=N/C(=C(\\C4=N[C@@]([C@H]5[C@@H]([C@@](C1=N5)(C)CCC(=O)O)CC(=O)O)([C@@]([C@@H]4CCC(=O)O)(C)CC(=O)O)C)/C)/[C@@]([C@@H]3CCC(=O)O)(C)CC(=O)O)(C(=C2CCC(=O)O)C)C